(1S)-2-[4,6-bis(trifluoromethyl)-1,3,5-triazin-2-yl]-1-[(1,3-dioxan-5-yl)methyl]-6-methoxy-2,3,4,9-tetrahydro-1H-pyrido[3,4-b]indole FC(C1=NC(=NC(=N1)C(F)(F)F)N1[C@H](C=2NC3=CC=C(C=C3C2CC1)OC)CC1COCOC1)(F)F